[Fe+2].N1=CC=CC2=CC=C3C=CC=[NH+]C3=C12 10-phenanthrolinium iron